{(2S,6R)-6-(5-methyl-2,4-dioxo-3,4-dihydropyrimidin-1(2H)-yl)morpholin-2-yl}methyl-4-[{1-(octadecylamino)-1-oxo-3-phenylpropan-2-yl}amino]-4-oxobutanoate CC=1C(NC(N(C1)[C@@H]1O[C@@H](CNC1)COC(CCC(=O)NC(C(=O)NCCCCCCCCCCCCCCCCCC)CC1=CC=CC=C1)=O)=O)=O